(2,6-Dichloropyridin-4-yl)methyl L-asparaginate hydrochloride Cl.N[C@@H](CC(N)=O)C(=O)OCC1=CC(=NC(=C1)Cl)Cl